N-(5-(3,5-difluorobenzyl)-1H-indazol-3-yl)-4-(4-((3-(2-(2,6-dioxopiperidin-3-yl)-1,3-dioxoisoindolin-5-yl)cyclobutyl)methyl)piperazin-1-yl)-2-((tetrahydro-2H-pyran-4-yl)amino)benzamide FC=1C=C(CC=2C=C3C(=NNC3=CC2)NC(C2=C(C=C(C=C2)N2CCN(CC2)CC2CC(C2)C=2C=C3C(N(C(C3=CC2)=O)C2C(NC(CC2)=O)=O)=O)NC2CCOCC2)=O)C=C(C1)F